C(C)OC(CN1C(N(C2=C1C=CC=C2)C(=O)OC(C)(C)C)=O)=O tert-butyl 3-(2-ethoxy-2-oxoethyl)-2-oxobenzimidazole-1-carboxylate